COC([C@@H](N(C(=O)[C@@H]1CN(CC1)C(=O)C=1N(C=CC=CC1)C(C1=CC=CC=C1)(C1=CC=CC=C1)C1=CC=CC=C1)C)C(C)C)=O N-methyl-N-((S)-1-((R)-1-tritylazepine-2-carbonyl)pyrrolidine-3-carbonyl)-L-valine methyl ester